N1C=NC2=C1C=CC(=C2)C=2OC1=C(C(C2O)=O)C(=CC(=C1)O)O 2-(1H-benzimidazol-5-yl)-3,5,7-trihydroxy-4H-benzopyran-4-one